(R)-4-(3-(4,4,5,5-tetramethyl-1,3,2-dioxaborolan-2-yl)phenyl)-2-(thiazol-2-yl)but-3-yn-2-ol CC1(OB(OC1(C)C)C=1C=C(C=CC1)C#C[C@@](C)(O)C=1SC=CN1)C